5-(4,4,5,5-tetramethyl-1,3,2-dioxaborolan-2-yl)-1,3-dihydro-2H-pyrrolo[2,3-b]pyridin-2-one CC1(OB(OC1(C)C)C=1C=C2C(=NC1)NC(C2)=O)C